1-(1H-indol-3-yl)-3-methoxy-propan-1-one N1C=C(C2=CC=CC=C12)C(CCOC)=O